(S)-7-(4-(5-chloro-2-methoxyphenyl)piperidin-1-yl)-5-oxa-2-azaspiro[3.4]octane (S)-tert-butyl-7-(4-(5-chloro-2-methoxyphenyl)piperidin-1-yl)-5-oxa-2-azaspiro[3.4]octane-2-carboxylate C(C)(C)(C)OC(=O)N1CC2(C1)OC[C@H](C2)N2CCC(CC2)C2=C(C=CC(=C2)Cl)OC.ClC=2C=CC(=C(C2)C2CCN(CC2)[C@@H]2COC1(CNC1)C2)OC